3-(2-amino-6-(butylamino)pyrimidin-4-yl)propionic acid ethyl ester C(C)OC(CCC1=NC(=NC(=C1)NCCCC)N)=O